BrC=1C=CC=C2C(=NN(C12)C)N 7-Bromo-1-methylindazol-3-amine